1-((1-methyl-1h-imidazol-2-yl)methyl)-1h-benzo[d]Imidazole-6-carboxylic acid tert-butyl ester C(C)(C)(C)OC(=O)C=1C=CC2=C(N(C=N2)CC=2N(C=CN2)C)C1